C(CCCCCCCCCCCCCCCCCCC(C)C)NC(=O)N isodocosyl-urea